4-methyl-2-(2-methyl-prop-1-enyl)tetrahydropyran CC1CC(OCC1)C=C(C)C